mono-sodium tin [Sn].[Na]